FC=1C=CC=C2C=C(C=NC12)NC(C(CC#C)(C)CC(C)C)=O N-(8-fluoro-3-quinolyl)-2-isobutyl-2-methyl-pent-4-ynamide